(R)-N-(3-methyl-1-oxo-1-(thiazol-2-ylamino)butan-2-yl)thiophene-2-carboxamide CC([C@H](C(NC=1SC=CN1)=O)NC(=O)C=1SC=CC1)C